4-(pyridin-2-yl)-4,7-diazaspiro[2.5]octane-7-thiohydrazide N1=C(C=CC=C1)N1C2(CC2)CN(CC1)C(NN)=S